FC1=C(C=C(C(=C1)C=1C=NNC1)F)C=1N=CC(=NC1)N(C1CC(NC(C1)(C)C)(C)C)C 5-[2,5-difluoro-4-(1H-pyrazol-4-yl)phenyl]-N-methyl-N-(2,2,6,6-tetramethylpiperidin-4-yl)pyrazin-2-amine